C1(CC1)C(C)(O)C1=CC=C(C=C1)CNC1=NC=NC2=C1SC=1N=NC(=C(C12)C)C(F)F 1-cyclopropyl-1-(4-(((3-(difluoromethyl)-4-methylpyrimido[4',5':4,5]thieno[2,3-c]pyridazin-8-yl)amino)methyl)phenyl)ethan-1-ol